ICCCC1=C(N=CS1)C(=O)[O-] 5-(3-iodopropyl)-1,3-thiazole-4-carboxylate